N(=C=S)C1=CC(=NC(=C1)C(F)(F)F)N1CCCC1 4-isothiocyanato-2-(pyrrolidin-1-yl)-6-(trifluoromethyl)pyridine